4-(trifluoromethoxy)phenyl[piperazin-1-yl]pentanoic acid FC(OC1=CC=C(C=C1)C(C(=O)O)(CCC)N1CCNCC1)(F)F